1-(2-(3-((4-((4-(2-(2,6-dioxopiperidin-3-yl)-1,3-dioxoisoindolin-5-yl)piperazin-1-yl)methyl)piperidin-1-yl)methyl)phenoxy)ethyl)-N-hydroxy-1H-indole-6-carboxamide O=C1NC(CCC1N1C(C2=CC=C(C=C2C1=O)N1CCN(CC1)CC1CCN(CC1)CC=1C=C(OCCN2C=CC3=CC=C(C=C23)C(=O)NO)C=CC1)=O)=O